C(#N)C1=C(C=C(C=C1)N1CCC(CC1)C(=O)NC1=CC=C(C=N1)N1CCCCC1)C(F)(F)F 1-(6-(1-(4-cyano-3-(trifluoromethyl)phenyl)piperidine-4-carboxamido)pyridin-3-yl)piperidin